C1(CC1)C1C(=NOC1N1CCCC1)C(=O)OCC ethyl 4-cyclopropyl-5-(pyrrolidin-1-yl)-4,5-dihydroisoxazole-3-carboxylate